3-[6-(trifluoromethyl)pyridazin-3-yl]-3-azabicyclo[3.2.1]Octane FC(C1=CC=C(N=N1)N1CC2CCC(C1)C2)(F)F